(S)-3-hydroxypiperidine HCl Cl.O[C@@H]1CNCCC1